2-(TRIFLUOROMETHYL)-6-NITROPHENYLBORONIC ACID FC(C1=C(C(=CC=C1)[N+](=O)[O-])B(O)O)(F)F